Dimethyl(2-methacryloyloxyethyl)(phosphonatomethyl)aminium C[N+](CP(=O)([O-])[O-])(CCOC(C(=C)C)=O)C